2-Chloro-9-(2-chloro-5-fluorophenyl)-8-(4-methoxybenzyl)-8,9-dihydro-7H-pyrrolo[3,4-H]quinazolin-7-one ClC1=NC2=C3C(=CC=C2C=N1)C(N(C3C3=C(C=CC(=C3)F)Cl)CC3=CC=C(C=C3)OC)=O